O1CCC(=CC1)C1=C(C2=C(C=3C=CNC3C=C2)CCC1)C1=CC=C(C=C1)CC1CN(C1)CCCF 7-(3,6-dihydro-2H-pyran-4-yl)-6-(4-((1-(3-fluoropropyl)azetidin-3-yl)methyl)phenyl)-3,8,9,10-tetrahydrocyclohepta[e]indole